dicyclopentadiene iron diformate C(=O)[O-].C(=O)[O-].[Fe+2].C1=CC=CC1.C1=CC=CC1